C(CC)(=O)O.BrC=1C=C(C=CC1)C(C(=O)OC)COC methyl 2-(3-bromophenyl)-3-methoxy-propanoate propanoate